(E)-6-(4-(prop-2-yne-1-oxy)benzylidene)-5-oxo-5,6,7,8-tetrahydronaphthalene-2-carboxylic acid C(C#C)OC1=CC=C(\C=C/2\C(C=3C=CC(=CC3CC2)C(=O)O)=O)C=C1